4-[4-(2,2-dimethyl-2,3-dihydro-benzofuran-4-yl)-phenoxy]-butyric acid CC1(OC2=C(C1)C(=CC=C2)C2=CC=C(OCCCC(=O)O)C=C2)C